3-chlorophenylsulfonyl chloride ClC=1C=C(C=CC1)S(=O)(=O)Cl